C(C)(C)C1=C(NC2=CC=C(C=C12)C1CN(CCC1)C(=O)C1CCN(CC1)C)C=1C=C(C=2N(C1)N=CN2)OC (3-(3-Isopropyl-2-(8-methoxy-[1,2,4]triazolo[1,5-a]pyridin-6-yl)-1H-indol-5-yl)piperidin-1-yl)(1-methylpiperidin-4-yl)methanon